1-palmitoyl-2-(5-hydroxy-8-oxooct-6-enoyl)-sn-glycero-3-phosphorylcholine C(CCCCCCCCCCCCCCC)(=O)OC[C@@H](OC(CCCC(C=CC=O)O)=O)COP(=O)(O)OCC[N+](C)(C)C